N-Acetylindol C(C)(=O)N1C=CC2=CC=CC=C12